BrC=1C=C(C=CC1F)NC(=NO)C1=NON=C1NCCN1C(NC=C1)=C=O N-(3-bromo-4-fluorophenyl)-N'-hydroxy-4-((2-(2-carbonylimidazol-1-yl)ethyl)amino)-1,2,5-oxadiazole-3-carboxamidine